2-(2H-indazol-2-yl)ethanol N=1N(C=C2C=CC=CC12)CCO